C1=CC=CC=2C3=CC=CC=C3C(C12)COC(=O)N[C@H](C(=O)OC(C)(C)C)CCN1CCC(CC1)OC(C)=O tert-butyl (S)-2-((((9H-fluoren-9-yl)methoxy)carbonyl)amino)-4-(4-acetoxypiperidin-1-yl)butanoate